ClC1=NC(=NC(=C1)OC1=CC=C(C=C1)C(F)(F)F)C 4-chloro-2-methyl-6-[4-(trifluoromethyl)phenoxy]pyrimidine